C(C)(C)(C)OC(=O)O[C@@H]1[C@H]([C@H](N(C1)C(=O)OC(C)(C)C)CC1=CC=C(C=C1)OC)OC(CC1=NOC(=N1)C)=O tert-butyl (2R,3S,4S)-4-[(tert-butoxycarbonyl) oxy]-2-[(4-methoxyphenyl)methyl]-3-{[2-(5-methyl-1,2,4-oxadiazol-3-yl)acetyl]oxy}pyrrolidine-1-carboxylate